(1R,5S,6r)-6-(4-amino-5-methyl-1,2-oxazol-3-yl)-3-azabicyclo[3.1.0]Hexane NC=1C(=NOC1C)C1[C@H]2CNC[C@@H]12